Br.BrC=1N(C2=NC(=NC(=C2N1)N)OCCCC)CC=1C=NC(=CC1)Cl 8-bromo-2-butoxy-9-((6-chloropyridin-3-yl)methyl)-9H-purin-6-amine HBr